CN(C1=CC=C(C=C1)N1CN=NC1)C 4-(4'-dimethylaminophenyl)-1,2,4-triazoline